6-(2-chlorophenyl)-5-ethenyl-2-[(3-methoxyphenyl)amino]-8-methylpyrido[2,3-d]pyrimidin-7-one ClC1=C(C=CC=C1)C1=C(C2=C(N=C(N=C2)NC2=CC(=CC=C2)OC)N(C1=O)C)C=C